C(=CC)[Mg]Br propenyl-magnesium bromide